COC1=C(C(=NC=C1)C(=O)N[C@@H](C)C(=O)O[C@H]([C@@H](C)C1=C(C=CC=C1)C)C)OC(CC)=O (1S,2S)-1-methyl-2-(o-tolyl)propyl N-{[4-methoxy-3-(propionyloxy)-2-pyridyl]carbonyl}-L-alaninate